2-Methyl-5-(3-(trifluoromethyl)phenyl)-N-(3-(2-oxopropyl)-1,2,4-thiadiazol-5-yl)furan-4-d-3-Carboxamide CC=1OC(=C(C1C(=O)NC1=NC(=NS1)CC(C)=O)[2H])C1=CC(=CC=C1)C(F)(F)F